C1(=CC=C(C=C1)NC1=CC=2OC3=C(C2C=2C=CC=CC12)C1=CC=CC=C1C=C3)C3=CC=CC=C3 N-([1,1'-biphenyl]-4-yl)dinaphtho[2,1-b:1',2'-d]furan-5-amine